4-((7R,12S,15S,E)-7-(tert-butoxycarbonyl)-15-(tert-butyl)-12-isopropyl-2,2,10,13,19-pentamethyl-18-(methylamino)-4,9,14,17-tetraoxo-3-oxa-8,13,16-triazaeicosa-10-en-19-yl)benzoic acid C(C)(C)(C)OC(=O)[C@@H](CCC(OC(C)(C)C)=O)NC(\C(=C\[C@@H](N(C([C@@H](NC(C(C(C)(C)C1=CC=C(C(=O)O)C=C1)NC)=O)C(C)(C)C)=O)C)C(C)C)\C)=O